NC=1C(=NC(=C(N1)C(=O)N[C@H](CO)C(=O)O)N)C(=O)N[C@H](CO)C(=O)O N'-[(3,6-diamino-2,5-pyrazinediyl)dicarbonyl]bis[D-serine]